4-chloro-2-(1-(2-methoxyethyl)-1H-pyrazol-4-yl)thiazol-5-amine ClC=1N=C(SC1N)C=1C=NN(C1)CCOC